ClC=1C=C2C[C@@H](COC2=CC1)C(=O)C1=CN(C2=CC(=CC=C12)C=1C(=NNC1)OC)CCO (S)-(6-Chlorochroman-3-yl)(1-(2-hydroxyethyl)-6-(3-methoxy-1H-pyrazol-4-yl)-1H-indol-3-yl)methanone